FC=1C=CC(=C(CO)C1)C(F)(F)F 5-fluoro-2-(trifluoromethyl)benzyl alcohol